tert-butyl (R)-((3-(5-bromo-2-(4,4-difluoroazepan-1-yl)-4-methyl-6-(trifluoromethyl)nicotinamido)phenyl)(methyl)(oxo)-λ6-sulfaneylidene)carbamate BrC=1C(=NC(=C(C(=O)NC=2C=C(C=CC2)[S@](=O)(C)=NC(OC(C)(C)C)=O)C1C)N1CCC(CCC1)(F)F)C(F)(F)F